3-(2,5-Dichloropyrimidin-4-yl)-1-(ethylsulfonyl)-6-methoxy-1H-indole ClC1=NC=C(C(=N1)C1=CN(C2=CC(=CC=C12)OC)S(=O)(=O)CC)Cl